(3aR,6aS)-5-(4,6-dimethylpyrimidin-2-yl)hexahydropyrrolo[3,4-c]pyrrol CC1=NC(=NC(=C1)C)N1C[C@H]2[C@@H](C1)CNC2